O[C@@H]1[C@H](CCC=2C=CC(=CC12)S(=O)(=O)N)[C@@H]1N2C(C3=CC=CC=C13)=CN=C2 (7R,8R)-8-Hydroxy-7-((S)-5H-imidazo[5,1-a]isoindol-5-yl)-5,6,7,8-tetrahydronaphthalen-2-sulfonamid